C(C)/C(/C=O)=C\C(C\C=C/C)CC (2E,6Z)-2,4-diethyloct-2,6-dienal